3-(2-((4-ethoxy-4-oxobutanoyl)oxy)-2,2-diphenylacetoxy)spiro[bicyclo[3.2.1]octane-8,1'-pyrrolidin]-8-ium chloride [Cl-].C(C)OC(CCC(=O)OC(C(=O)OC1CC2CCC(C1)[N+]21CCCC1)(C1=CC=CC=C1)C1=CC=CC=C1)=O